trans-indol-acrylic acid N1C(=CC2=CC=CC=C12)/C=C/C(=O)O